Cl.Cl.NCC1=CC=C(C=C1)C1=CC(=C(C=C1)S(=O)(=O)N1CCC2(C[C@@H](CO2)NC[C@@H](COC=2C=C(C=CC2)S(=O)(=O)NC)O)CC1)OCC 3-((S)-3-(((S)-8-((4'-(aminomethyl)-3-ethoxy-[1,1'-biphenyl]-4-yl)sulfonyl)-1-oxa-8-azaspiro[4.5]dec-3-yl)amino)-2-hydroxypropoxy)-N-methylbenzenesulfonamide dihydrochloride